4-(3-((2-(6-methoxypyridin-3-yl)-2,3-dihydrobenzo[b][1,4]dioxin-6-yl)methyl)-3H-imidazo[4,5-b]pyridin-6-yl)-2-methylbut-3-yn-2-amine COC1=CC=C(C=N1)C1COC2=C(O1)C=CC(=C2)CN2C=NC=1C2=NC=C(C1)C#CC(C)(N)C